(2S,3S,4R,5R)-5-(2-(5-chloropyridin-3-yl)-6-(((4-methylpyridin-2-yl)methyl)amino)-9H-purin-9-yl)-3,4-dihydroxyl-N'-methyltetrahydrofuran-2-carbohydrazide ClC=1C=C(C=NC1)C1=NC(=C2N=CN(C2=N1)[C@H]1[C@@H]([C@@H]([C@H](O1)C(=O)NNC)O)O)NCC1=NC=CC(=C1)C